tert-butyl-4-[[4-[3-(2,6-dioxo-3-piperidyl)-5,7-difluoro-1-methyl-indazol-6-yl]-1-piperidyl]methyl]piperidine-1-carboxylate C(C)(C)(C)OC(=O)N1CCC(CC1)CN1CCC(CC1)C1=C(C=C2C(=NN(C2=C1F)C)C1C(NC(CC1)=O)=O)F